(9H-carbazole) 2-(3-chlorophenyl)acetate ClC=1C=C(C=CC1)CC(=O)O.C1=CC=CC=2C3=CC=CC=C3NC12